5-methoxy-2-[3-methyl-4-(1,3-thiazol-4-yl)-1,2-oxazol-5-yl]phenol COC=1C=CC(=C(C1)O)C1=C(C(=NO1)C)C=1N=CSC1